5-amino-8-bromo-2-((5-fluoropyridin-2-yl)methyl)-7-(phenyl-d5)-[1,2,4]triazolo[4,3-c]pyrimidin-3(2H)-one NC1=NC(=C(C=2N1C(N(N2)CC2=NC=C(C=C2)F)=O)Br)C2=C(C(=C(C(=C2[2H])[2H])[2H])[2H])[2H]